BrC1=C(NC2=CC(=CC=C12)C1CCOCC1)C(=O)OC methyl 3-bromo-6-(tetrahydro-2H-pyran-4-yl)-1H-indole-2-carboxylate